2-((2-(4-cyanophenyl)propyl)amino)-N-(5-(1-methyl-1H-1,2,3-triazol-4-yl)pyridin-2-yl)-2-phenylacetamide C(#N)C1=CC=C(C=C1)C(CNC(C(=O)NC1=NC=C(C=C1)C=1N=NN(C1)C)C1=CC=CC=C1)C